(R)-3-(3,4-bis(phenoxy)phenyl)-2-hydroxypropionic acid O(C1=CC=CC=C1)C=1C=C(C=CC1OC1=CC=CC=C1)C[C@H](C(=O)O)O